Ethyl {1-[2,6-difluoro-4-(5-fluoro-4-propoxy-pyrimidin-2-yl)-phenyl]-piperidin-4-yl}-acetate FC1=C(C(=CC(=C1)C1=NC=C(C(=N1)OCCC)F)F)N1CCC(CC1)CC(=O)OCC